racemic-chloroglycerol ClC(O)C(O)CO